N[C@H]1CC(CN(C1)C(=O)OCCCC)(F)F butyl (S)-5-amino-3,3-difluoropiperidine-1-carboxylate